decoyl-2-methylpropyl-amide C(CCCCCCCCC)(=O)[N-]CC(C)C